FC=1C=C(C=C(C1)F)C1=NO[C@](C1)(C(=O)N[C@H]1COC(=C1)C(=O)OC)C=C Methyl (3R)-3-[[(5S)-3-(3,5-difluorophenyl)-5-vinyl-4H-isoxazol-5-carbonyl]amino]-2,3-dihydrofuran-5-carboxylat